(R)-3-(4-(4-(1-((S)-2,2-difluoropentan-3-yl)-1H-pyrazol-4-yl)pyrazolo[1,5-a]pyrazin-6-yl)-1H-pyrazol-1-yl)propane-1,2-diol FC(C)([C@H](CC)N1N=CC(=C1)C=1C=2N(C=C(N1)C=1C=NN(C1)C[C@H](CO)O)N=CC2)F